CC1C[C@H](C=2C(=CC=CC12)C(=O)N)C (3R)-1,3-dimethyl-2,3-dihydro-1H-inden-4-carboxamide